C(C1=CC=CC=C1)N1CCN(CC1)C(=O)C1=C(C=CC=C1)S(=O)(=O)NCC(=O)NC1=CC=C(C=C1)O 2-[[2-(4-Benzylpiperazine-1-carbonyl)phenyl]sulfonylamino]-N-(4-hydroxyphenyl)acetamide